[Si](C)(C)(C(C)(C)C)OCC=O {[tert-butyl(dimethyl)silyl]oxy}acetaldehyde